CC1(OC=2C(=NC(=CC2)C=2C(=CC(=NC2)NC(C)=O)NC2=NC(=CC(=C2)N2C[C@@H](CC2)OCCO)S(=O)(=O)C)OC1)C (R)-N-(5-(2,2-dimethyl-2,3-dihydro-[1,4]dioxino[2,3-b]pyridin-6-yl)-4-((4-(3-(2-hydroxyethoxy)pyrrolidin-1-yl)-6-(methylsulfonyl)pyridin-2-yl)amino)pyridin-2-yl)acetamide